C(C1=CC=CC=C1)OC1=C(C(=NC(=C1)OCC1OCCCC1)CCC1=CC=C(C=C1)CCC)C(=C)C 4-(Benzyloxy)-3-(prop-1-en-2-yl)-2-(4-propylphenethyl)-6-((tetrahydro-2H-pyran-2-yl)methoxy)pyridine